tert-Butyl (4-(4-amino-1H-1,2,3-triazol-1-yl)butyl)carbamate NC=1N=NN(C1)CCCCNC(OC(C)(C)C)=O